CN(CCNC(C)C)C dimethylisopropylethylenediamine